NC1=NC=NN2C1=C(C=C2C2CC2)C2=CC(=C(C=C2)NC(=O)NC2=CC(=C(C=C2)OC2CCN(CC2)C)C(F)(F)F)F 1-(4-(4-amino-7-cyclopropylpyrrolo[2,1-f][1,2,4]triazine-5-yl)-2-fluorophenyl)-3-(4-((1-methylpiperidin-4-yl)oxy)-3-(trifluoromethyl)phenyl)urea